bis-(3-methacryloyloxy-2-hydroxypropyl) ether C(C(=C)C)(=O)OCC(COCC(COC(C(=C)C)=O)O)O